N2-(2-morpholinoethyl)-N4-(2-(trifluoromethyl)benzyl)thieno[3,2-d]pyrimidine-2,4-diamine O1CCN(CC1)CCNC=1N=C(C2=C(N1)C=CS2)NCC2=C(C=CC=C2)C(F)(F)F